(S)-3,6-Dichloro-1-(2-fluoro-3-((1-(5-fluoro-2-methylpyridin-3-yl)-5-methyl-4-nitro-1H-pyrazol-3-yl)oxy)propyl)-1H-pyrazolo[3,4-d]pyrimidine ClC1=NN(C2=NC(=NC=C21)Cl)C[C@@H](COC2=NN(C(=C2[N+](=O)[O-])C)C=2C(=NC=C(C2)F)C)F